3-methoxy-2,2,5-trimethyltetrahydro-2H-pyran-4-yl carbamate C(N)(OC1C(C(OCC1C)(C)C)OC)=O